C(C)(C)(C)OC(NCC1=CC(=CC(=C1)F)C=1C=NN(C1)C1CCCC1)=O 3-(1-cyclopentyl-1H-pyrazol-4-yl)-5-fluorobenzyl-carbamic acid tert-butyl ester